1-n-butyl-3-methylimidazole C(CCC)N1CN(C=C1)C